BrC1=C(N=C(C=2N1N=CC2)N2CCC1(CC2)CC=2C(=NC=CC2)[C@H]1N[S@](=O)C(C)(C)C)C (R)-N-[(7S)-1'-(7-bromo-6-methyl-pyrazolo[1,5-a]pyrazin-4-yl)spiro[5,7-dihydrocyclopenta[b]pyridine-6,4'-piperidine]-7-yl]-2-methyl-propane-2-sulfinamide